bromo-3-ethyl-1H-pyrrolo[2,3-b]pyridine 7-oxide BrN1C=C(C=2C1=[N+](C=CC2)[O-])CC